C(CCCCCCCCCCCCCCCCCCCCC)(=O)OCCCCCCCCCCCCCCCCCC octadecyl docosanoate